CC1=NC2=C(N1CC)C=CC(=C2)C 2,5-dimethyl-N-ethylbenzimidazole